3-(3-((2-((3-(2-carboxy-2-(pyrrolidin-3-yl)ethyl)benzyl)(2-(3-(2-carboxy-2-(pyrrolidin-3-yl)ethyl)phenoxy)ethyl)amino)-2-oxoethyl)amino)phenyl)-2-(pyrrolidin-3-yl)propanoic acid C(=O)(O)C(CC=1C=C(CN(C(CNC=2C=C(C=CC2)CC(C(=O)O)C2CNCC2)=O)CCOC2=CC(=CC=C2)CC(C2CNCC2)C(=O)O)C=CC1)C1CNCC1